[2-(2-amino-5-chlorobenzyl)-1,3-dioxan-2-yl]Acetic acid methyl ester COC(CC1(OCCCO1)CC1=C(C=CC(=C1)Cl)N)=O